2-methyl-N-[(1S,2S,3S,5R)-2,6,6-trimethylnorborn-3-yl]-4H-pyrrolo[2,3-d]thiazole-5-carboxamide CC=1SC2=C(N1)NC(=C2)C(=O)N[C@@H]2[C@H]([C@H]1C(CC2C1)(C)C)C